({(3S)-3-({N-[(4-methoxy-1H-indol-2-yl) carbonyl]-L-leucyl} amino)-2-oxo-4-[(3S)-2-oxopyrrolidin-3-yl] butyl} oxy) methyl carbonate C(OOCC([C@H](C[C@H]1C(NCC1)=O)NC([C@@H](NC(=O)C=1NC2=CC=CC(=C2C1)OC)CC(C)C)=O)=O)(OC)=O